[Cl-].C[N+](CCCOC(C=C)=O)(C)C N,N,N-Trimethyl-3-[(1-oxo-2-propen-1-yl)oxy]1-propanaminium chloride